CC1(CCCC=2C=C(C=NC12)[N+](=O)[O-])C 8,8-dimethyl-3-nitro-5,6,7,8-tetrahydroquinoline